(3,4-epoxycyclohexyl)ethyl-ethoxyacetoxyethylsilane C1(CC2C(CC1)O2)CC[SiH2]CCOC(COCC)=O